C(#C)[C@@H]1CN(CCC1)C1=CC(=C(C=C1)[N+](=O)[O-])OC (R)-3-ethynyl-1-(3-methoxy-4-nitrophenyl)piperidine